(S)-5-(2-(2-methylazetidin-1-yl)-6,7-dihydro-5H-cyclopenta[d]pyrimidin-4-yl)-1H-benzo[d]imidazol-2-amine C[C@@H]1N(CC1)C=1N=C(C2=C(N1)CCC2)C2=CC1=C(NC(=N1)N)C=C2